(R)-methyl-6-((3,4-dichlorophenyl)sulfonyl)-1-phenyl-4,4a,5,6,7,8-hexahydro-1H-pyrazolo[3,4-g]isoquinoline-4a-carboxylate COC(=O)[C@@]12CC3=C(C=C2CCN(C1)S(=O)(=O)C1=CC(=C(C=C1)Cl)Cl)N(N=C3)C3=CC=CC=C3